C1C(C=CC(C1SCC(C(=O)O)N)(CC(=O)O)O)O The molecule is a cysteine derivative that is cysteine in which the thiol group is substituted by a [2-(carboxymethyl)-2,5-dihydroxycyclohex-3-en-1-yl]sulfanediyl group. Hawkinsinuria is an inherited disorder which is characterized by the inability to break down the amino acid tyrosine. This results in the finding of certain metabolites in the urine, such as hawkinsin. It has a role as a biomarker and a human urinary metabolite. It is a dicarboxylic acid, a cysteine derivative, a cycloalkene, a diol, a tertiary allylic alcohol and a secondary allylic alcohol.